tert-butyl ((1-(trans-3-(benzyloxy)cyclobutyl)-3-(dimethylcarbamoyl)-1H-pyrazol-5-yl)methyl)carbamate C(C1=CC=CC=C1)O[C@@H]1C[C@H](C1)N1N=C(C=C1CNC(OC(C)(C)C)=O)C(N(C)C)=O